C1(CC1)COC=1C=C2C(=C(C(N(C2=CC1)C)=O)C(=O)N)N1CCC(CC1)C=1OC2=C(N1)C=C(C=C2)C 6-(cyclopropyl-methoxy)-1-methyl-4-[4-(5-methyl-1,3-benzoxazol-2-yl)piperidin-1-yl]-2-oxo-1,2-dihydroquinoline-3-carboxamide